CC1(C2=CC=CC=C2SC=2C=CC(=CC12)B(O)O)C (9,9-dimethyl-9H-thioxanthen-2-yl)boronic acid